CC1=CC(=C(C(N1)=O)CC1=C(C(=O)N)C=C(C=C1)NC)SC ((6-methyl-4-(methylthio)-2-oxo-1,2-dihydropyridin-3-yl)methyl)-5-(methylamino)benzamide